C(C)(C)(C)OC(=O)N1CCN(CC1)C1=NC=C(C(=N1)N1N=C(N(C1=O)C)C)F 4-(4-(3,4-dimethyl-5-oxo-4,5-dihydro-1H-1,2,4-triazol-1-yl)-5-fluoropyrimidin-2-yl)piperazine-1-carboxylic acid tert-butyl ester